FC(C=1C=C(C=CC1)C1=CC=C2C(CCOC2=C1)NC(O[C@@H]1CN2CCC1CC2)=O)(F)F (S)-quinuclidin-3-yl (7-(3-(trifluoromethyl)phenyl)chroman-4-yl)carbamate